COC(\C=C\C(=O)O)=O.BrC1=CC2=C(N=C(N=C2)NS(=O)(=O)C)N2C1=NCC2 N-(6-bromo-8,9-dihydroimidazo[1',2':1,6]pyrido[2,3-d]pyrimidin-2-yl)methanesulfonamide monomethyl-fumarate